O1C=CC2=C1C=CC=C2N2N=C(C(=C2)C(=O)OCC)C(F)F ethyl 1-(1-benzofuran-4-yl)-3-(difluoromethyl)pyrazole-4-carboxylate